ClC=1C=NC=C(C1[C@@H](C)OC=1C=C2C(=NNC2=CC1)C(=O)NC=1C=NN(C1)CC1N(CCCC1)C)Cl 5-((R)-1-(3,5-dichloropyridin-4-yl)ethoxy)-N-(1-((1-methylpiperidin-2-yl)methyl)-1H-pyrazol-4-yl)-1H-indazole-3-carboxamide